5-[5-(difluoroMethyl)-4H-1,2,4-triazol-3-yl]3-methylpyridine FC(C=1NC(=NN1)C=1C=C(C=NC1)C)F